2-Ethylsulfanyl-N-[(3-fluorophenyl)-methyl]-4-methyl-6-(8-oxa-3-azabicyclo[3.2.1]octan-3-yl)-pyridine-3-carboxylic acid amide C(C)SC1=NC(=CC(=C1C(=O)NCC1=CC(=CC=C1)F)C)N1CC2CCC(C1)O2